CS(=O)(=O)OCC1(CN(C=2N(C1)N=CC2)C2=CC=C(C=C2)C(F)(F)F)C (6-methyl-4-(4-(trifluoromethyl) phenyl)-4,5,6,7-tetrahydropyrazolo[1,5-a]pyrimidin-6-yl)methyl methanesulfonate